OC1(NCC2=CC=CC=C12)C#CC1=CC=CC=C1 3-Hydroxy-3-phenylethynyl-isoindoline